C(C1=CC=CC=C1)O[C@H]1CN(C[C@H](C1OCC1=CC=CC=C1)OCC1=CC=CC=C1)CCC1=C(C=C(C=C1F)C=1C(=NNC1C)C)F (3S,4r,5R)-3,4,5-tris(benzyloxy)-1-(4-(3,5-dimethyl-1H-pyrazol-4-yl)-2,6-difluorophenethyl)piperidine